N1N=NN=C1CC1=CC=C(C=C1)CN [4-(1H-tetrazol-5-ylmethyl)phenyl]methanamine